FC1=C(C=C(C(=C1)F)F)C1=C(C=CC=C1)NC(=O)C=1C(=NN(C1)C)C(F)F N-(2',4',5'-trifluorobiphenyl-2-yl)3-difluoromethyl-1-methylpyrazol-4-ylcarboxamide